C(#N)C1=CC=C(C(=N1)OC=1C=C(C=CC1)C[C@@H]1N(CC[C@@H]1NS(=O)(=O)C)C(=O)OC(C)(C)C)C tert-butyl (2S,3S)-2-({3-[(6-cyano-3-methylpyridin-2-yl)oxy]phenyl}methyl)-3-[(methanesulfonyl)amino]pyrrolidine-1-carboxylate